N1C=NC2=C1C=CC(=C2)C#CC2=CN=C1N2N=C(C=C1)C1=CC=C(C=C1)C(=O)N1CCOCC1 (4-(3-((1H-benzo[d]imidazol-5-yl)ethynyl)imidazo[1,2-b]pyridazin-6-yl)phenyl)(morpholino)methanone